CC(=CC1=CC(=CC(=C1)OC)OC)C=CC1=CC=CC=C1 2-methyl-1-(3',5'-dimethoxyphenyl)-4-phenyl-1,3-butadiene